2-[[2-methyl-2-(prop-2-enoylamino)propanoyl]amino]ethyl phosphate disodium salt [Na+].[Na+].P(=O)(OCCNC(C(C)(NC(C=C)=O)C)=O)([O-])[O-]